COC1=NC=CC(=C1N1CCC(CC1)N1C(N(C=2C([C@H]1C)=CN(N2)C)CC2=NC=CC=C2C(F)(F)F)=O)C (R)-5-(2'-methoxy-4'-methyl-3,4,5,6-tetrahydro-2H-[1,3']bipyridinyl-4-yl)-2,4-dimethyl-7-(3-trifluoromethyl-pyridin-2-ylmethyl)-2,4,5,7-tetrahydro-pyrazolo[3,4-d]pyrimidin-6-one